methanesulfonic acid 2-(3,5-difluoro-phenoxy)-propyl ester FC=1C=C(OC(COS(=O)(=O)C)C)C=C(C1)F